Diglyceryl-3-octynoate C(C(O)CO)C(C(=O)[O-])(C#CCCCC)CC(O)CO